ClC1=NC2=CC(=C(C=C2C(=N1)NCC1=CC=NC=C1)OC)OC 2-chloro-6,7-dimethoxy-N-(pyridin-4-ylmethyl)quinazolin-4-amine